N-[(4-cyanophenyl)methyl]-8-[(1-cyclopropylsulfonylcyclopropyl)methoxy]-6-isopropenyl-1-methyl-2-oxo-1,5-naphthyridine-3-carboxamide C(#N)C1=CC=C(C=C1)CNC(=O)C=1C(N(C2=C(C=C(N=C2C1)C(=C)C)OCC1(CC1)S(=O)(=O)C1CC1)C)=O